N-(2-(1-((3-(2,4-dioxotetrahydropyrimidin-1(2H)-yl)pyridin-4-yl)methyl)piperidin-4-yl)-5-(2-hydroxypropan-2-yl)benzo[d]oxazol-6-yl)-6-(trifluoromethyl)nicotinamide O=C1N(CCC(N1)=O)C=1C=NC=CC1CN1CCC(CC1)C=1OC2=C(N1)C=C(C(=C2)NC(C2=CN=C(C=C2)C(F)(F)F)=O)C(C)(C)O